5-(5-Chloro-2-isopropyl-4-methoxy-benzyl)-N*2*-cyclopropyl-pyrimidine-2,4-diamine ClC=1C(=CC(=C(CC=2C(=NC(=NC2)NC2CC2)N)C1)C(C)C)OC